N-benzyl-4-(1-(4-(hydroxyamino)-3-methyl-3-(methylsulfonyl)-4-oxobutyl)-2-oxo-1,2-dihydropyridin-4-yl)benzamide C(C1=CC=CC=C1)NC(C1=CC=C(C=C1)C1=CC(N(C=C1)CCC(C(=O)NO)(S(=O)(=O)C)C)=O)=O